C(#N)CC(=O)N1CCC(CC1)[C@@H]1CCNC=2N1N=C(C2C(=O)N)C2=CC=C(C=C2)OC2=CC=CC=C2 (S)-7-(1-(2-Cyanoacetyl)piperidin-4-yl)-2-(4-phenoxyphenyl)-4,5,6,7-tetrahydropyrazolo[1,5-a]pyrimidine-3-carboxamide